C(C)OC1=C(C=C(C=C1)N1CCN(CC1)C)[N+](=O)[O-] 1-(4-ethoxy-3-nitrophenyl)-4-methylpiperazine